2-[3-(3-chloro-5-fluorophenyl)ureido]-4-chloro-N-ethylbenzamide ClC=1C=C(C=C(C1)F)NC(NC1=C(C(=O)NCC)C=CC(=C1)Cl)=O